3-(1-(4-(5-(difluoromethyl)-1,3,4-oxadiazol-2-yl)benzyl)-1H-1,2,3-triazol-4-yl)benzoic acid FC(C1=NN=C(O1)C1=CC=C(CN2N=NC(=C2)C=2C=C(C(=O)O)C=CC2)C=C1)F